5-(4-(azetidin-2-ylmethoxy)-2,6-difluorophenyl)-3-(1-methyl-1H-pyrazol-4-yl)-1H-pyrazolo[3,4-c]pyridine N1C(CC1)COC1=CC(=C(C(=C1)F)C=1C=C2C(=CN1)NN=C2C=2C=NN(C2)C)F